C=CC=CCCC heptenene